C(C=C)(=O)OCCCO 3-Hydroxypropyl acrylate